zinc bicyclo[2.2.1]-5-heptene-2,3-dicarboxylate C12C(C(C(C=C1)C2)C(=O)[O-])C(=O)[O-].[Zn+2]